(2R)-2-(tert-butoxycarbonylamino)-3-(4-cyano-2-nitro-phenyl)sulfanyl-propanoic acid C(C)(C)(C)OC(=O)N[C@H](C(=O)O)CSC1=C(C=C(C=C1)C#N)[N+](=O)[O-]